5-Fluoro-2-[(3S,4S,5R)-4-fluoro-3,5-dimethyl-1-piperidyl]-6-[[1-methyl-2-oxo-3-[[(5S)-2-oxooxazolidin-5-yl]methyl]benzimidazol-5-yl]amino]pyridine-3-carbonitrile FC=1C=C(C(=NC1NC1=CC2=C(N(C(N2C[C@@H]2CNC(O2)=O)=O)C)C=C1)N1C[C@@H](C([C@@H](C1)C)F)C)C#N